FC=1C=C(C=C(C1[Si](C)(C)C)F)NC(C(C1=CC=C(C=C1)OC)NC(=O)C1=CC(=NO1)O)=O N-(2-((3,5-difluoro-4-(trimethylsilyl)phenyl)amino)-1-(4-methoxyphenyl)-2-oxoethyl)-3-hydroxy-1,2-oxazole-5-carboxamide